BrC=1C(=C(C#N)C=C(C1)C(=O)N1C2=C(OCC1)C=NN2C)O 3-bromo-2-hydroxy-5-(1-methyl-1,5,6,7-tetrahydropyrazolo[4,3-b][1,4]oxazine-7-carbonyl)benzonitrile